FC=1C=C(C=CC1C(F)(F)F)NC(=O)NC1CCN(CC1)C(C(C)C)=O 1-(3-fluoro-4-(trifluoromethyl)phenyl)-3-(1-isobutyrylpiperidin-4-yl)urea